C12C(CC(CC1)CC[Si](OCCC)(OCCC)OCCC)O2 4-epoxycyclohexylethyl-tripropoxysilane